[Si](C)(C)(C(C)(C)C)OC1=C(OC2=CC(=C(C=C2)NC2=NC(=C(C#N)C=C2)Cl)C)C=CC=C1 ((4-(2-((tert-butyldimethylsilyl)oxy)phenoxy)-2-methylphenyl)amino)-2-chloronicotinonitrile